2-((4-((benzhydryl(propyl)carbamoyloxy)methyl)cyclohexyl)methoxy)acetic acid C(C1=CC=CC=C1)(C1=CC=CC=C1)N(C(=O)OCC1CCC(CC1)COCC(=O)O)CCC